FC(C(=O)OI(OC(C(F)(F)F)=O)C1=CC=CC=C1)(F)F.O1NC=CC2=C1C=CC=C2 benzoxazin compound with [bis(trifluoroacetoxy)iodo]benzene